C1(CC1)N(C(CC1=C(NC2=CC=CC=C12)C)=O)C(C(=O)N(C)C1=CC=C(C=C1)OC)CC1=CC(=CC(=C1)F)F 2-(N-cyclopropyl-2-(2-methyl-1H-indol-3-yl)acetamido)-3-(3,5-difluorophenyl)-N-(4-methoxyphenyl)-N-methylpropanamide